FC(C(=O)O)(F)F.N1(N=CC=C1)CC12CC(C1)(C2)NS(=O)(=O)C2=C(C=C(C=C2)C)C2=CN=C1N2C=C(N=C1N)C(F)(F)F N-(3-((1H-pyrazol-1-yl)methyl)bicyclo[1.1.1]pentan-1-yl)(8-amino-6-(trifluoromethyl)imidazo[1,2-a]pyrazin-3-yl)-4-methylbenzenesulfonamide trifluoroacetate salt